6-chloro-7-(5,7-dihydro-6H-pyrrolo[3,4-b]pyridin-6-yl)-1-(5-meth-oxypyrazin-2-yl)-4-oxo-1,4-dihydro-1,8-naphthyridine-3-carboxylic acid ClC=1C=C2C(C(=CN(C2=NC1N1CC2=NC=CC=C2C1)C1=NC=C(N=C1)OC)C(=O)O)=O